3-chloro-2-(4,4,5,5-tetramethyl-1,3,2-dioxaborolan-2-yl)benzonitrile ClC=1C(=C(C#N)C=CC1)B1OC(C(O1)(C)C)(C)C